2-(((3S,4R)-3-fluoro-4-methoxypiperidin-1-yl)methyl)-6-(3-(1-(4-methyl-4H-1,2,4-triazol-3-yl)cyclobutyl)phenyl)-4-(trifluoromethyl)-1,6-dihydro-7H-pyrrolo[2,3-c]pyridin-7-one F[C@H]1CN(CC[C@H]1OC)CC1=CC2=C(C(N(C=C2C(F)(F)F)C2=CC(=CC=C2)C2(CCC2)C2=NN=CN2C)=O)N1